4-(1-Methylpyrrolidin-3-yl)-N-(3-phenylpropyl)-1H-benzo[d]imidazole-1-carboxamide CN1CC(CC1)C1=CC=CC=2N(C=NC21)C(=O)NCCCC2=CC=CC=C2